5-(2,2-difluorocyclopropyl)-2-methoxy-benzenesulfonyl chloride FC1(C(C1)C=1C=CC(=C(C1)S(=O)(=O)Cl)OC)F